N(C(=N)N)C=1C=C(C=CC1C)C1=C(C(=O)N)C=CC(=C1)CN1CCN(CC1)C (3-guanidino-4-methylphenyl)-4-((4-methylpiperazin-1-yl)methyl)benzamide